3-fluoroquinolin-2-amine FC=1C(=NC2=CC=CC=C2C1)N